tert-butyl (R)-(5-amino-1-((4-(tert-butoxy)benzyl)amino)-1-oxopentan-2-yl)carbamate NCCC[C@H](C(=O)NCC1=CC=C(C=C1)OC(C)(C)C)NC(OC(C)(C)C)=O